3-(2-pyridyldithio)-butyric acid, 2,5-dioxo-1-pyrrolidinyl ester N1=C(C=CC=C1)SSC(CC(=O)ON1C(CCC1=O)=O)C